BrC1=CC(=CS1)C1(OCCO1)C 2-(5-Bromothiophene-3-yl)-2-methyl-1,3-dioxolane